C[C@@H]1CN(C[C@@H](O1)C)C(=O)C=1C2=C(N(N1)CC(=O)N1CCC(CC1)C1=C(C=CC=C1)OC)CCC2 2-{3-[(2R,6S)-2,6-dimethylmorpholine-4-carbonyl]-5,6-dihydrocyclopenta[c]pyrazol-1(4H)-yl}-1-[4-(2-methoxyphenyl)piperidin-1-yl]ethan-1-one